[C@H]12CN(C[C@H](CC1)N2)C=2C1=C(N=C(N2)OCC23CCCN3CCC2)C(=C(N=C1)C1=C(C(=CC=C1)F)C(C)C)F 4-((1R,5S)-3,8-diazabicyclo[3.2.1]octan-3-yl)-8-fluoro-7-(3-fluoro-2-isopropylphenyl)-2-((tetrahydro-1H-pyrrolizin-7a(5H)-yl)methoxy)pyrido[4,3-d]pyrimidine